5-(5-fluoro-3-pyridinyl)-3-isopropenyl-pyrazin-2-amine FC=1C=C(C=NC1)C=1N=C(C(=NC1)N)C(=C)C